1,3,4-oxadiazole pyridinium [NH+]1=CC=CC=C1.O1C=NN=C1